ethyl 3-(4-chlorophenyl)-2-((ethoxycarbonyl)(methyl)amino)propanoate ClC1=CC=C(C=C1)CC(C(=O)OCC)N(C)C(=O)OCC